(R)-4-((1-((benzyloxy)carbonyl)pyrrolidin-3-yl)methyl)piperazine-1-carboxylic acid tert-butyl ester C(C)(C)(C)OC(=O)N1CCN(CC1)C[C@@H]1CN(CC1)C(=O)OCC1=CC=CC=C1